C1(CCCCC1)C(=O)NC1=C(C(=O)N)C=CC=C1 [cyclohexylcarbonylamino]-benzamide